C(C1=CC=CC=C1)OC1=CC=C(C=C1)N1C(CN(CC1)C(=O)OC(C)(C)C)C(=O)OC 1-tert-butyl 3-methyl 4-(4-(benzyloxy)phenyl)piperazine-1,3-dicarboxylate